N[C@@H](CC1(C=NC2=CC=CC=C12)N1C=C(C[C@H](N)C(=O)O)C2=CC=CC=C12)C(=O)O 1-(tryptophan-3-yl)-tryptophan